NC1=C(C(=NC=2N1N=C(C2CC2CC2)C)SC)C#N 7-amino-3-(cyclopropylmethyl)-2-methyl-5-(methylthio)pyrazolo[1,5-a]pyrimidine-6-carbonitrile